C(C)(C)(C)OC(=O)N1CC(C1)C1=CC(=C(C=C1)C1=C(C=C(C=C1)Cl)F)S(=O)(=O)C 3-[4-(4-chloro-2-fluoro-phenyl)-3-methylsulfonyl-phenyl]Azetidine-1-carboxylic acid tert-butyl ester